1-octylnonyl 8-({2-[4-(dimethylamino) butyroxy](2H4)ethyl}[7-(nonyloxycarbonyl)heptyl]amino)octanoate CN(CCCC(=O)OC(C([2H])([2H])N(CCCCCCCC(=O)OC(CCCCCCCC)CCCCCCCC)CCCCCCCC(=O)OCCCCCCCCC)([2H])[2H])C